FC(C1=C(OC[C@H]2CNCCC2)C=CC=C1)(F)F |r| (±)-3-((2-(trifluoromethyl)phenoxy)methyl)piperidine